N-[2-({4-[3-(2-methoxyphenyl)-1H-pyrrolo[3,2-b]pyridin-2-yl]pyridin-3-yl}oxy)ethyl]-N-methylprop-2-enamide COC1=C(C=CC=C1)C1=C(NC=2C1=NC=CC2)C2=C(C=NC=C2)OCCN(C(C=C)=O)C